C(C)(C)(C)OC(N(C1=C(C=C(C=C1)C=1SC=C(C1)C)[N+](=O)[O-])C(=O)OC(C)(C)C)=O.BrC=1C=C2C(=CNC2=C(C1)F)NC(C)=O N-(5-bromo-7-fluoro-1H-indol-3-yl)acetamide tert-butyl-N-tert-butoxycarbonyl-N-[4-(4-methyl-2-thienyl)-2-nitro-phenyl]carbamate